CC1=C(C(CCC1)(C)C)/C=C/C(=C\C=C\C(=C\C=C/C=C(\C)/C=C/C=C(\C)/C=C\C=C(\C)/C=C\C=O)\C)/C 2'-Apo-beta-carotenal